C1(CCC(N1OC(\C=C\C(=O)O)=O)=O)=O fumaric acid succinimidyl ester